C(CC)C1=CC=C(C(=O)OC(CCC(C)CC)OC(C2=CC=C(C=C2)CCC)=O)C=C1 4-ethyl-pentanediol di(4-n-propyl benzoate)